CN(C=1NC(C=2N=CN([C@H]3[C@H](O)[C@H](O)[C@@H](CO)O3)C2N1)=O)C N2,N2-dimethyl-guanosine